tert-butyl (S)-(2,3,4,9-tetrahydro-1H-carbazol-2-yl)carbamate C1[C@H](CCC=2C3=CC=CC=C3NC12)NC(OC(C)(C)C)=O